3-chloro-2-fluoro-4-[(2-methyltetrahydrofuran-2-yl)methoxy]aniline ClC=1C(=C(N)C=CC1OCC1(OCCC1)C)F